(2,4,6-trimethylphenyl)potassium trifluoroborate B(F)(F)F.CC1=C(C(=CC(=C1)C)C)[K]